1,1-dibenzyl-3-(4-fluorophenyl)urea C(C1=CC=CC=C1)N(C(=O)NC1=CC=C(C=C1)F)CC1=CC=CC=C1